CC1=CC(=NC=N1)N[C@H]1CNCC1 (R)-6-methyl-N-(pyrrolidin-3-yl)pyrimidin-4-amine